FC(C=1C=NN2C1C(NC1=CC=CC=C21)=O)(F)F 3-(trifluoromethyl)pyrazolo[1,5-a]quinoxalin-4(5H)-one